N-[4-[2-[[4-(Dimethylamino)cyclohexyl]amino]-8-isopropyl-7-oxo-pteridin-6-yl]-2,6-difluoro-phenyl]-1-(4-fluorophenyl)methanesulfonamide CN(C1CCC(CC1)NC1=NC=2N(C(C(=NC2C=N1)C1=CC(=C(C(=C1)F)NS(=O)(=O)CC1=CC=C(C=C1)F)F)=O)C(C)C)C